(2-{4-[(8Z,11Z)-heptadeca-8,11-dien-1-yl]-5-heptadecyl-1,3-dioxolan-2-yl}ethyl)dimethylamine C(CCCCCC\C=C/C\C=C/CCCCC)C1OC(OC1CCCCCCCCCCCCCCCCC)CCN(C)C